O1COC(C2=C1C=CC=C2)CNCC2=CC(=CC=C2)C2CCCCC2 N-(1,3-benzodioxan-4-ylmethyl)-1-(3-cyclohexylphenyl)-methanamine